N-{(5R)-8-chloro-1-[trans-4-(pyridin-2-yloxy)cyclohexyl]-5,6-dihydro-4H-[1,2,4]triazolo[4,3-a][1]benzazepin-5-yl}tetrahydro-2H-pyran-4-carboxamide ClC=1C=CC2=C(C[C@H](CC=3N2C(=NN3)[C@@H]3CC[C@H](CC3)OC3=NC=CC=C3)NC(=O)C3CCOCC3)C1